C1(CC1)C1=C(C=CC=C1)C1=NC=C(C(=N1)NCC1=CC(=C(C=C1)C=1N(C=C(N1)C(F)(F)F)C)OC)OC 2-(2-Cyclopropylphenyl)-5-methoxy-N-(3-methoxy-4-(1-methyl-4-(trifluoromethyl)-1H-imidazol-2-yl)benzyl)pyrimidin-4-amine